C1(CCCCC1)NC[Si](OCC)(OCC)C N-cyclohexyl-aminomethylmethyldiethoxysilane